O1C=CC2=C1C=C(C=C2)C2=NN1C(N(C(=C(C1=O)N1CCN(CC1)C(=O)C1=NC=NC(=C1OCC1=CC=CC=C1)C)CC)CC(=O)NC1=C(C=C(C=C1)C(F)(F)F)Cl)=C2 2-(2-(Benzofuran-6-yl)-6-(4-(5-(benzyloxy)-6-methylpyrimidine-4-carbonyl)piperazin-1-yl)-5-ethyl-7-oxopyrazolo[1,5-a]pyrimidin-4(7H)-yl)-N-(2-chloro-4-(trifluoromethyl)phenyl)acetamide